Ethyl-{[1-(2,4-dichlorophenyl)-5-(4-methylphenyl)-1H-pyrazol-3-yl]oxy}acetat C(C)OC(COC1=NN(C(=C1)C1=CC=C(C=C1)C)C1=C(C=C(C=C1)Cl)Cl)=O